BrC1=C(C=C(C2=C1CC(O2)C)Cl)[N+](=O)[O-] 4-bromo-7-chloro-2-methyl-5-nitro-2,3-dihydrobenzofuran